NC=1OC[C@H]([C@@](N1)(C)C=1C=C(C=CC1F)\C=C(/F)\C=1N=CC(=NC1)C#N)OCC(F)(F)F |&1:4| 5-((Z)-2-(3-((4R,SR)-2-amino-4-methyl-5-(2,2,2-trifluoroethoxy)-5,6-dihydro-4H-1,3-oxazin-4-yl)-4-fluorophenyl)-1-fluorovinyl)pyrazine-2-carbonitrile